(R)-3-(1-(3-amino-6-(2,5-dimethyl-1,2,3,4-tetrahydroisoquinolin-7-yl)pyrazin-2-yloxy)ethyl)-2,4-dichloro-N-cyclopropylbenzamide NC=1C(=NC(=CN1)C1=CC(=C2CCN(CC2=C1)C)C)O[C@H](C)C=1C(=C(C(=O)NC2CC2)C=CC1Cl)Cl